C(C)(C)N(CCN(CCN(C)C(C)C)C)C N,N''-diisopropyl-N,N',N''-trimethyldiethylenetriamine